2-(((2-(4'-Fluoro-2'-(4-methyl-4H-1,2,4-triazol-3-yl)-[1,1'-biphenyl]-3-yl)-7-(trifluoromethyl)benzo[d]oxazol-5-yl)methyl)amino)ethan-1-ol FC1=CC(=C(C=C1)C1=CC(=CC=C1)C=1OC2=C(N1)C=C(C=C2C(F)(F)F)CNCCO)C2=NN=CN2C